5-chloro-2-methyl-N-((1R,4r)-4-((3-(6-((R)-morpholin-2-yl-methoxy)pyridin-3-yl)-2-oxo-2,3-dihydro-1H-benzo[d]imidazol-1-yl)methyl)cyclohexyl)nicotinamide ClC=1C=NC(=C(C(=O)NC2CCC(CC2)CN2C(N(C3=C2C=CC=C3)C=3C=NC(=CC3)OC[C@H]3CNCCO3)=O)C1)C